BrC1=C(C=C2CCN3C(C2=C1)=C(N=C3C(=O)OCC)C3CC(C3)(F)F)OC ethyl 9-bromo-1-(3,3-difluorocyclobutyl)-8-methoxy-5,6-dihydroimidazo[5,1-a]isoquinoline-3-carboxylate